C(C)OC(=O)C=1N=NN(C1)C1=C(C(=C(C=C1)OC)F)CCl 1-(2-(chloromethyl)-3-fluoro-4-methoxyphenyl)-1H-1,2,3-triazole-4-carboxylic acid ethyl ester